4,5-diphenyl-1H-pyrrole-3-carbonitrile C1(=CC=CC=C1)C=1C(=CNC1C1=CC=CC=C1)C#N